(S)-4-(4-(pyrimidin-5-yl)piperidin-2-yl)benzoate N1=CN=CC(=C1)C1C[C@H](NCC1)C1=CC=C(C(=O)[O-])C=C1